1-(2,5-Dimethylthiophen-3-yl)-2-(4-methoxyphenyl)ethanone CC=1SC(=CC1C(CC1=CC=C(C=C1)OC)=O)C